Cl.CC1C(CCC1)N 2-methylcyclopentan-1-amine hydrochloride